N-(4-fluoro-5-(((2S,4R)-2-methyl-4-((5-morpholinopyridin-2-yl)oxy)pyrrolidin-1-yl)methyl)thiazol-2-yl)acetamide FC=1N=C(SC1CN1[C@H](C[C@H](C1)OC1=NC=C(C=C1)N1CCOCC1)C)NC(C)=O